CC1(CC(NC2=C(C=C(C=C12)[N+](=O)[O-])C)C1=CC=CC=C1)C1=CC=CC=C1 4,8-dimethyl-6-nitro-2,4-diphenyl-1,2,3,4-tetrahydroquinoline